P(=O)(OCCOC1=C(C=CC=C1)CCCCCCCCC)(OCCOC1=C(C=CC=C1)CCCCCCCCC)O bis[2-(2-nonylphenoxy) ethyl] hydrogen phosphate